Tert-butyl (S)-((8-ethyl-4-fluoro-8-hydroxy-9,12-dioxo-2,3,8,9,12,14-hexahydro-1H,11H-cyclopenta[f]pyrano[3',4':6,7]indolizino[1,2-b]quinolin-15-yl)methyl)carbamate C(C)[C@]1(C(OCC=2C(N3CC=4C(=NC5=CC(=C6C(=C5C4CNC(OC(C)(C)C)=O)CCC6)F)C3=CC21)=O)=O)O